ClC1=C(C=C(C=C1)C#N)B(O)O (2-chloro-5-cyano-phenyl)boronic acid